O=C1NC(CCC1N1C(C2=CC(=C(C=C2C1)CN1CCN(CC1)C1CCN(CC1)C1=CC=C(C(=O)NC2=CC(=C(C=C2)C)NC2=NC=CC(=N2)C=2C=NC=CC2)C=C1)F)=O)=O 4-(4-(4-((2-(2,6-dioxopiperidin-3-yl)-6-fluoro-1-oxoisoindolin-5-yl)methyl)piperazin-1-yl)piperidin-1-yl)-N-(4-methyl-3-((4-(pyridin-3-yl)pyrimidin-2-yl)amino)phenyl)benzamide